ethylene glycol 1,12-dodecanedioate C(CCCCCCCCCCC(=O)O)(=O)O.C(CO)O